2,4-dihydroxybenzenepentanone tert-butyl-4-((benzoyloxy)methyl)-4-cyanopiperidine-1-carboxylate C(C)(C)(C)OC(=O)N1CCC(CC1)(C#N)COC(C1=CC=CC=C1)=O.OC1=C(C=CC(=C1)O)CCCC(C)=O